3-((3-bromo-6-chloropyridin-2-yl)oxy)azetidine-1-carboxylic acid tert-butyl ester C(C)(C)(C)OC(=O)N1CC(C1)OC1=NC(=CC=C1Br)Cl